C(C)NCCCCCO 5-(ethylamino)-1-pentanol